FC(OC1=C(C=CC(=C1)F)[C@H]1[C@H](O[C@]([C@@H]1C)(C(F)(F)F)C)C(=O)NC1=CC(=NC=C1)C(=O)NC)F (2S,3S,4R,5R)-4-[[3-[2-(difluoromethoxy)-4-fluoro-phenyl]-4,5-dimethyl-5-(trifluoromethyl)tetrahydrofuran-2-carbonyl]amino]-N-methyl-pyridine-2-carboxamide